1-(4-(methyl(2-((4-(trifluoromethyl)phenyl)amino)pyrimidin-4-yl)amino)piperidin-1-yl)prop-2-en-1-one CN(C1CCN(CC1)C(C=C)=O)C1=NC(=NC=C1)NC1=CC=C(C=C1)C(F)(F)F